4,6-dihydroxy-2-mercaptopyrimidine sodium salt [Na].OC1=NC(=NC(=C1)O)S